N-(4-bromo-2-hydroxyphenyl)acetamide BrC1=CC(=C(C=C1)NC(C)=O)O